ICCC(=O)OCC ethyl (E)-3-iodopropionate